COC1=CC=C(C=N1)CC(=O)NC1=NNC(=C1)[C@H]1C[C@H](CC1)N(C([O-])=O)[C@@H]1CC[C@H](CC1)O (1S,3R)-3-(3-{[(6-methoxypyridin-3-yl)acetyl]amino}-1H-pyrazol-5-yl)cyclopentyl(trans-4-hydroxycyclohexyl)carbamate